ClC12CC3(CC(CC(C1)C3)C2)Cl 1,3-dichloroadamantane